C1(CCCCC1)[C@H]1C[C@H](NC1)C(=O)NCC1=CC(=CS1)C(=N)NC(OCC1=CC=CC=C1)=O benzyl ((5-(((2S,4R)-4-cyclohexylpyrrolidine-2-carboxamido)methyl)thiophen-3-yl)(imino)methyl)carbamate